4-bromo-2-isopropyl-1H-benzo[d]imidazole BrC1=CC=CC=2NC(=NC21)C(C)C